5-oxo-5,8-dihydropyrido[2,3-d]pyrimidin O=C1C=CNC=2N=CN=CC21